dimethyl-N'-trimethylsilyl-1,6-diaminohexane CC(CCCCCN[Si](C)(C)C)(N)C